N-phenyltrifluoroacetimidate C1(=CC=CC=C1)N=C(C(F)(F)F)[O-]